N1N=C(C=C1)C(=O)OC1C2(CCC(C1)C2(C)C)C borneol pyrazoloate